5-fluoro-N-isopropyl-N-((S)-tetrahydrofuran-3-yl)benzamide FC=1C=CC=C(C(=O)N([C@@H]2COCC2)C(C)C)C1